butyl 2-(5-((2,4-dimethoxybenzyl)amino)-6-oxo-2-phenylpyrimidin-1(6H)-yl)acetate COC1=C(CNC2=CN=C(N(C2=O)CC(=O)OCCCC)C2=CC=CC=C2)C=CC(=C1)OC